[C@H](C)(CC)[C@@H]1N(CC2=C(NC1=O)C=CC=C2)C(=O)NC=2C=NC=C(C2)C(N)=O (S)-3-((S)-sec-butyl)-N-(5-carbamoylpyridin-3-yl)-2-oxo-1,2,3,5-tetrahydro-4H-benzo[e][1,4]diazepine-4-carboxamide